FC=1C(NC(N(C1)CC(=O)NC1=C(C(=CC=C1)O)OC)=O)=O 2-(5-fluoro-2,4-dioxo-3,4-dihydropyrimidin-1(2H)-yl)-N-(3-hydroxy-2-methoxyphenyl)acetamide